(S)-2-allyl-6-((4-((2-hydroxy-1-phenylethyl)amino)-5-(5-(pyridin-3-yl)-1,3,4-oxadiazol-2-yl)pyrimidin-2-yl)amino)-1-isopropyl-1,2-dihydro-3H-pyrazolo[3,4-b]pyridin-3-one C(C=C)N1N(C2=NC(=CC=C2C1=O)NC1=NC=C(C(=N1)N[C@H](CO)C1=CC=CC=C1)C=1OC(=NN1)C=1C=NC=CC1)C(C)C